1-{[2-oxo-4-(3,4,5-trifluorophenyl)pyrrolidin-1-yl]methyl}-1H-imidazole-5-carbonitrile O=C1N(CC(C1)C1=CC(=C(C(=C1)F)F)F)CN1C=NC=C1C#N